C(C)(C)(C)OC(=O)N1C[C@H](CC1)N1N=C(C(=C1NCCO)C(N)=O)Br (3S)-3-[3-bromo-4-carbamoyl-5-[(2-hydroxyethyl)amino]pyrazol-1-yl]pyrrolidine-1-carboxylic acid tert-butyl ester